tetrahydro-2H-pyran-2-yl-methanesulfonic acid methyl ester COS(=O)(=O)CC1OCCCC1